CNC1CCC2=CC(=CC=C12)OC(F)(F)F N-methyl-5-(trifluoromethoxy)-2,3-dihydro-1H-inden-1-amine